tert-butyl (3S,4S)-3-(tert-butylamino)-4-fluoropyrrolidine-1-carboxylate C(C)(C)(C)N[C@H]1CN(C[C@@H]1F)C(=O)OC(C)(C)C